4-(N-(3-(tert-butyl)-5-cyclopropylbenzyl)-2-(N-(2-fluorobenzyl)-(2,3,4,5,6-pentafluoro-phenyl)sulfonamido)acetamido)-3-methoxybenzamide C(C)(C)(C)C=1C=C(CN(C(CN(S(=O)(=O)C2=C(C(=C(C(=C2F)F)F)F)F)CC2=C(C=CC=C2)F)=O)C2=C(C=C(C(=O)N)C=C2)OC)C=C(C1)C1CC1